ethyl (1S,2R)-2-[rac-(4S)-4-[2-[5-[(6,7-difluoro-4-methylsulfanyl-1H-indol-5-yl)oxy]-2-fluoro-phenyl]-1H-imidazol-4-yl]-4-methyl-chroman-8-yl]cyclopropanecarboxylate FC1=C(C(=C2C=CNC2=C1F)SC)OC=1C=CC(=C(C1)C=1NC=C(N1)[C@]1(CCOC2=C(C=CC=C12)[C@H]1[C@H](C1)C(=O)OCC)C)F |&1:25|